Methyl (E)-3-(1-(3,5-bis(trifluoromethyl)benzyl)-1H-pyrrolo[2,3-b]pyridin-3-yl)-2-cyanoacrylate FC(C=1C=C(CN2C=C(C=3C2=NC=CC3)/C=C(/C(=O)OC)\C#N)C=C(C1)C(F)(F)F)(F)F